COC=1C=C(C=C(C1)N1N=CN=C1)O 3-methoxy-5-(1H-1,2,4-triazol-1-yl)phenol